2-benzyl-2-azaspiro[3.3]heptan-6-yl (2R,6R)-2,6-dimethyl-4-(4-methylpyrimidin-2-yl)piperazine-1-carboxylate C[C@H]1N([C@@H](CN(C1)C1=NC=CC(=N1)C)C)C(=O)OC1CC2(CN(C2)CC2=CC=CC=C2)C1